ClC1=CC=C(C(=N1)C(=O)O)NC(C)C=1N=C(C=C2C(N(C(=NC12)N1CCC(CC1)(F)F)C)=O)C 6-Chloro-3-{1-[2-(4,4-difluoro-1-piperidyl)-3-methyl-6-methyl-4-oxo-3H-1,3,7-triazanaphth-8-yl]ethylamino}-2-pyridinecarboxylic acid